CC1(C(NC(N1)=O)=O)C L-5,5-dimethylhydantoin